BrC=1C=C(C=C2CCCN(C12)C1CN(CC1)C(=O)OC(C)(C)C)Cl tert-butyl 3-(8-bromo-6-chloro-3,4-dihydro-2H-quinolin-1-yl)pyrrolidine-1-carboxylate